FC1=CC=C(C=N1)C=1C=2N(C=C(C1)O)N=CC2C#N 4-(6-fluoro-pyridin-3-yl)-6-hydroxypyrazolo[1,5-a]pyridine-3-carbonitrile